CN1CCN(CC1)C1=NC2=CC=C(C=C2N=C1)N 2-(4-methylpiperazin-1-yl)quinoxalin-6-amine